C(#N)C1=CC=C(C=C1)/C=C/C(=O)C1=CC=C(C=C1)S(=O)(=O)NCCCC(=O)O 4-[[4-[(E)-3-(4-Cyanophenyl)prop-2-enoyl]phenyl]sulfonylamino]butanoic acid